5-Amino-3-[4-(1-[[3-(2,2-dimethylpropyl)-1,2-oxazol-5-yl]carbamoyl]ethyl)phenyl]-1-[1,1,1-trifluoropropan-2-yl]pyrazole-4-carboxamide NC1=C(C(=NN1C(C(F)(F)F)C)C1=CC=C(C=C1)C(C)C(NC1=CC(=NO1)CC(C)(C)C)=O)C(=O)N